3,3-Difluoro-cyclobutanecarboxylic acid [(S)-3-[5-(4,6-dimethyl-pyrimidine-5-carbonyl)-hexahydro-pyrrolo[3,4-c]pyrrol-2-yl]-1-(3-fluoro-phenyl)-propyl]-amide CC1=NC=NC(=C1C(=O)N1CC2C(C1)CN(C2)CC[C@@H](C2=CC(=CC=C2)F)NC(=O)C2CC(C2)(F)F)C